FC1=C(C(=C(C=C1OC)OC)F)N1C(N(C2=C(C1)C=NC1=C2C=C(N1)CCN1CCN(CC1)C)C1=C(C=CC=C1)F)=O 3-(2,6-difluoro-3,5-dimethoxyphenyl)-1-(2-fluorophenyl)-8-[2-(4-methylpiperazin-1-yl)ethyl]-1,3,4,7-tetrahydro-2H-pyrrolo[3',2':5,6]pyrido[4,3-d]pyrimidin-2-one